N(=NC(C#N)(CC(C)(C)C)C)C(C#N)(CC(C)(C)C)C 2,2'-azobis(2,4,4-trimethylvaleronitrile)